[6-(3-cyclopropyl-1H-1,2,4-triazol-5-yl)-2-azaspiro[3.3]heptan-2-yl]-[6-[[1-methyl-3-(trifluoromethyl)pyrrolo[2,3-b]pyridin-6-yl]methyl]-2-azaspiro[3.3]heptan-2-yl]methanone C1(CC1)C1=NNC(=N1)C1CC2(CN(C2)C(=O)N2CC3(C2)CC(C3)CC3=CC=C2C(=N3)N(C=C2C(F)(F)F)C)C1